CN1CC(=CCC1)C(=O)N[C@H]1CN(CCC1)CC1=CC(=NC=C1)C(=O)NC1=CC=C(C=C1)C1=CC2=C(N=CN=C2N2CCOCC2)N1 (R)-4-((3-(1-methyl-1,2,5,6-tetrahydropyridine-3-carboxamido)piperidin-1-yl)methyl)-N-(4-(4-morpholino-7H-pyrrolo[2,3-d]pyrimidin-6-yl)phenyl)picolinamide